(3-acetyl-5-(naphthalen-2-yl)-1H-indazol-1-yl)acetic acid C(C)(=O)C1=NN(C2=CC=C(C=C12)C1=CC2=CC=CC=C2C=C1)CC(=O)O